COC=1C=C2CCN(CC2=CC1NC1=NC=C2C(=N1)N(N=C2)C2CC1(C2)CCN(CC1)C(=O)OC(C)(C)C)C tert-butyl 2-[6-[(6-methoxy-2-methyl-3,4-dihydro-1H-isoquinolin-7-yl)amino]pyrazolo[3,4-d]pyrimidin-1-yl]-7-azaspiro[3.5]nonane-7-carboxylate